C(C1=CC=CC=C1)C1(CC(=NO1)COCC1=CC(=CC=C1)Cl)C(=O)OC methyl 5-benzyl-3-(((3-chlorobenzyl)oxy)methyl)-4,5-dihydroisoxazole-5-carboxylate